lithium cobalt magnesium [Mg].[Co].[Li]